C[C@H]1[C@@H](C[C@H](C(N1CC(F)(F)F)=O)NC(=O)C=1OC2=C(C1)C[C@@]1(C(NC3=NC=CC=C31)=O)CC2)C2=CC=CC=C2 |&1:2| (S)-N-((3R,SR,6S)-6-methyl-2-oxo-5-phenyl-1-(2,2,2-trifluoroethyl)piperidin-3-yl)-2'-oxo-1',2',6,7-tetrahydro-4H-spiro[benzofuran-5,3'-pyrrolo[2,3-b]pyridine]-2-formamide